C(C1=CC=CC=C1)OC1=C(C(=C2C[C@@H](N(C2=C1)C(=O)OC(C)(C)C)CNCCCC(F)F)F)N(C(C(F)(F)F)=O)CC(=O)OC(C)(C)C tert-butyl (2R)-6-(benzyloxy)-5-[(2-tert-butoxy-2-oxoethyl)(trifluoroacetyl)amino]-2-{[(4,4-difluorobutyl)amino]methyl}-4-fluoro-2,3-dihydro-1H-indole-1-carboxylate